N-(4-chlorophenyl)-5-fluoro-2-(6-fluoro-2-methylimidazo[1,2-a]pyridin-3-yl)pyrimidine ClC1=CC=C(C=C1)N1C(N=CC(=C1)F)C1=C(N=C2N1C=C(C=C2)F)C